FC=CC1=C(C(=O)N)C=CC=C1 FLUOROVINYLBENZAMIDE